1-((1-(2-(6-(Trifluoromethyl)imidazo[1,2-a]pyrazin-3-yl)pyrimidin-4-yl)piperidin-3-yl)methyl)urea FC(C=1N=CC=2N(C1)C(=CN2)C2=NC=CC(=N2)N2CC(CCC2)CNC(=O)N)(F)F